C(CCCCCC(C)C)OOC(C)(C)C tert-butyl isononyl peroxide